2-pivalamidoacetic acid C(C(C)(C)C)(=O)NCC(=O)O